BENZYLPIPERIDINE C1CCN(CC1)CC2=CC=CC=C2